C(C)(C)(C)OC(NC1=CC=C2C=NN(C2=C1OC([2H])([2H])[2H])C(C)C)=O (1-Isopropyl-7-(methoxy-d3)-1H-indazol-6-yl)carbamic acid tert-butyl ester